CN1C(=CC=2C1=CC=C1C(=CC(=NC21)C(C(F)(F)F)(F)F)C(F)(F)F)C(=O)NN 7-methyl-2-(perfluoroethyl)-4-(trifluoromethyl)-7H-pyrrolo[2,3-h]quinoline-8-carbohydrazide